C1(CC2C(CC1)O2)=CC[Si](OC)(OC)OC 2-(3,4-epoxycyclohexylyl)ethyltrimethoxysilane